COC1=C(C=C(C(=C1)N1CC2(C1)N(CCC2)C)N)N 4-methoxy-6-(5-methyl-2,5-diazaspiro[3.4]oct-2-yl)benzene-1,3-diamine